FC1=C(C=C(C=C1)OC=1C(=C2C=CNC2=CC1F)C=O)C=1NC(=CN1)C(CCCCCCSCC(=O)O)C1=CC(=CC=C1)I 2-((7-(2-(2-Fluoro-5-((6-fluoro-4-formyl-1H-indol-5-yl)oxy)phenyl)-1H-imidazol-5-yl)-7-(3-iodophenyl)heptyl)thio)acetic acid